1-(2-chloro-4-((7-hydroxy-6-methoxyquinazolin-4-yl)oxy)phenyl)-3-(1-methyl-1H-indole-5-yl)urea ClC1=C(C=CC(=C1)OC1=NC=NC2=CC(=C(C=C12)OC)O)NC(=O)NC=1C=C2C=CN(C2=CC1)C